O1COC2=C1C=CC=C2C2=CC=CC=1OCOC12 (R or S)-4,4'-bi-1,3-benzodioxole